7-methyl-2-((7-methylquinolin-6-yl)amino)-9-(oxetan-3-yl)-7,9-dihydro-8H-purin-8-one CN1C(N(C2=NC(=NC=C12)NC=1C=C2C=CC=NC2=CC1C)C1COC1)=O